R-(+)-2-(4-aminophenoxy)propanamide hydrochloride Cl.NC1=CC=C(O[C@@H](C(=O)N)C)C=C1